C(CC(=O)C)(=O)OCC 2-Ethyl acetoacetate